O=C1C2=C(N=C(N1)[C@@H]1[C@H](CC1)C1=NC=CC=C1)N(N=C2C#N)[C@H](C)C=2C=NC(=CC2)C(F)(F)F 4-Oxo-6-((1S,2S)-2-(pyridin-2-yl)cyclobutyl)-1-((R)-1-(6-(trifluoromethyl)pyridin-3-yl)ethyl)-4,5-dihydro-1H-pyrazolo[3,4-d]pyrimidin-3-carbonitril